BrC=1C=CC(=NC1)N=NC1=C(C=C(C=C1)N(CC)CC)O 2-[(5-bromo-2-pyridyl)azo]-5-(diethylamino)phenol